FC1=C(C=CC(=C1)F)C1=CC(=NO1)C(=O)NCC(C)(C1=NC(=CC=C1)C1=CC(=NC=C1)C)C=1C=NN(C1)C 5-(2,4-difluorophenyl)-N-[2-(1-methylpyrazol-4-yl)-2-[6-(2-methyl-4-pyridyl)-2-pyridyl]propyl]isoxazole-3-carboxamide